FC1=C(C(=CC(=C1)OC)F)[C@H]1[C@@H](C(NC1)=O)NC(=O)NC1=CC=C(C=C1)C(F)(F)F |o1:10,11| (-)-1-[(3S*,4R*)-4-(2,6-difluoro-4-methoxyphenyl)-2-oxopyrrolidin-3-yl]-3-[4-(trifluoro-methyl)phenyl]urea